FC=1C=C(C=C(C1F)OC)C1=CC=C(C=C1)NC1=CC=C(C(=O)NCC2CCN(CC2)C)C=C1 4-((3',4'-Difluoro-5'-methoxy-[1,1'-biphenyl]-4-yl)amino)-N-((1-methylpiperidin-4-yl)methyl)benzamid